Cl.CC1(CCNCC1)C#CC1=CC=C(C=C1)C(F)(F)F 4-Methyl-4-((4-(trifluoromethyl)phenyl)ethynyl)piperidine hydrochloride